1-(2,2-difluoroethyl)-3-methyl-N-(7-methyl-[1,2,4]triazolo[1,5-a]pyridin-6-yl)-1H-pyrazolo[3,4-d]pyrimidin-6-amine FC(CN1N=C(C=2C1=NC(=NC2)NC=2C(=CC=1N(C2)N=CN1)C)C)F